1-((1-(2-(2,6-dioxopiperidin-3-yl)-1,3-dioxoisoindolin-5-yl)piperidin-4-yl)methyl)piperidine-4-carboxylic acid O=C1NC(CCC1N1C(C2=CC=C(C=C2C1=O)N1CCC(CC1)CN1CCC(CC1)C(=O)O)=O)=O